N1=CC(=CC=C1)CC=O 2-(pyridin-3-yl)ethan-1-one